N-(2-aminoethyl)3-aminopropylsilanetriol NCCNCCC[Si](O)(O)O